O1C2C(OCC1)C(OC2)CO [hexahydrofuro[3,4-b][1,4]dioxin-5-yl]methanol